3-(5-(((1R,2S)-2-(3-(benzyloxy)azetidin-1-yl)cyclohexyl)methyl)-1-oxoisoindolin-2-yl)piperidine-2,6-dione C(C1=CC=CC=C1)OC1CN(C1)[C@@H]1[C@H](CCCC1)CC=1C=C2CN(C(C2=CC1)=O)C1C(NC(CC1)=O)=O